6-(3,4-Dichloro-phenyl)-pyrimidine-4-carboxylic acid (1-methyl-1H-pyrazol-4-yl)-amide CN1N=CC(=C1)NC(=O)C1=NC=NC(=C1)C1=CC(=C(C=C1)Cl)Cl